BrC=1C=C(C=C(C1)NCCN)NC(=O)NC1=C(C=CC(=C1)F)CO 1-[3-bromo-5-(2-aminoethylamino)phenyl]-3-(5-fluoro-2-hydroxymethylphenyl)urea